naphtho[2,3-b]benzofuran-8-ylboronic acid C1=CC=CC2=C1C1=C(O2)C=C2C=C(C=CC2=C1)B(O)O